(E)-3-fluoro-3-(naphthalen-1-yl)-N-phenylacrylamide F/C(=C/C(=O)NC1=CC=CC=C1)/C1=CC=CC2=CC=CC=C12